C(C)(=O)C1=C(C2=C(N=C(N=C2)NC2=CC=C(C=N2)N2CCN(CC2)C(CCCCCCCC(=O)NC2=C(C(=O)NC=3SC(=C(N3)C)C)C=CC=C2)=O)N(C1=O)C1CCCC1)C (9-(4-(6-((6-acetyl-8-cyclopentyl-5-methyl-7-oxo-7,8-dihydropyrido[2,3-d]pyrimidin-2-yl)amino)pyridin-3-yl)-piperazin-1-yl)-9-oxononanoylamino)-N-(4,5-dimethylthiazol-2-yl)benzamide